ClC1=C(C=CC2=C1C(=N[C@H](C=1N2C=C(C(N1)=O)\C=C\OCC)C)C1=C(C=CC=C1F)F)Cl (5S)-8,9-dichloro-7-(2,6-difluorophenyl)-2-[(E)-2-ethoxyvinyl]-5-methyl-5H-pyrimido[1,2-a][1,4]benzodiazepin-3-one